N-(3-benzoyl-4,5,6,7-tetrahydrobenzo[b]thiophen-2-yl)pyrazine-2-carboxamide C(C1=CC=CC=C1)(=O)C=1C2=C(SC1NC(=O)C1=NC=CN=C1)CCCC2